C(C)N(C(OCCl)=O)CC chloromethyl N,N-diethylcarbamate